C(C1=CC=CC=C1)(=O)OC(C1=CC=CC=C1)C=1N(C=2CC(CC(C2C1)=O)(C)C)C1=C(C=CC=C1)OC (1-(2-methoxyphenyl)-6,6-dimethyl-4-oxo-4,5,6,7-tetrahydro-1H-indol-2-yl)(phenyl)methyl benzoate